7'-(1H-indazol-4-yl)-2'-oxo-1',4'-dihydro-2'H-spiro[pyrrolidine-3,3'-quinoline]-1-carbonitrile N1N=CC2=C(C=CC=C12)C1=CC=C2CC3(C(NC2=C1)=O)CN(CC3)C#N